(S)-2-(6-cyano-2,4-dioxo-1,4-dihydroquinazolin-3(2H)-yl)-N-(1-(5-cyano-3-fluoropyridin-2-yl)ethyl)acetamide C(#N)C=1C=C2C(N(C(NC2=CC1)=O)CC(=O)N[C@@H](C)C1=NC=C(C=C1F)C#N)=O